BrC1=CC(=C(C=C1)O)C=NC1=C(C(=CC=C1)Cl)Cl 4-bromo-2-((2,3-dichlorophenylimino)methyl)phenol